FC1=C(C=C2C(=NNC2=C1)C1=NC=NC(=C1)N1C[C@@H](NCC1)C)OC(C)C 6-fluoro-5-isopropoxy-3-[6-[(3S)-3-methylpiperazin-1-yl]Pyrimidin-4-yl]-1H-indazole